FC1(CC(C1)C(N1C[C@@H](N(C[C@H]1C)C1=C2N=CN(C2=NC(=N1)NN)C[C@H]1OCCC1)C)C1=CC=C(C=C1)C(F)(F)F)F 6-((2S,5R)-4-((3,3-Difluorocyclobutyl)(4-(trifluoromethyl)phenyl)methyl)-2,5-dimethylpiperazin-1-yl)-2-hydrazineyl-9-(((S)-tetrahydrofuran-2-yl)methyl)-9H-purine